α-ethylmethylstyrene C(C)C(=CC)C1=CC=CC=C1